tetrasodium 2'-deoxyuridine 5'-triphosphate P([O-])(=O)(OP(=O)([O-])OP(=O)([O-])[O-])OC[C@@H]1[C@H](C[C@@H](O1)N1C(=O)NC(=O)C=C1)O.[Na+].[Na+].[Na+].[Na+]